FC(C=1C=C(C=C(C1)C(F)(F)F)CC(=O)O)(F)F 2-(3,5-bis(trifluoromethyl)phenyl)acetic acid